mono-ethyl-chloro-4,4'-bipyridyl C(C)C=1C(=NC=CC1C1=CC=NC=C1)Cl